(4-(((2S,4R)-1-([1,1'-biphenyl]-4-yl)-5-ethoxy-4-methyl-5-oxopentan-2-yl)amino)-4-oxobutanoyl)-L-leucine C1(=CC=C(C=C1)C[C@H](C[C@H](C(=O)OCC)C)NC(CCC(=O)N[C@@H](CC(C)C)C(=O)O)=O)C1=CC=CC=C1